5-(2,4-difluoro-6-methoxyphenyl)-3-(2-methyl-1,2,3,4-tetrahydroisoquinolin-7-yl)-1H-pyrazolo[4,3-c]pyridazin-6(5H)-one FC1=C(C(=CC(=C1)F)OC)N1N=C2C(=CC1=O)NN=C2C2=CC=C1CCN(CC1=C2)C